S1C=NC2=C1C=C(C=C2)NC2=NC=NC1=CC(=CC(=C21)O[C@@H](C(CO)CN(C)C)C)C=2C=NN(C2)C |r| rac-(3R)-3-((4-(benzo[d]thiazol-6-ylamino)-7-(1-methyl-1H-pyrazol-4-yl)quinazolin-5-yl)oxy)-2-((dimethylamino)methyl)butan-1-ol